NC1=C(C2=C(OCCO2)C=C1)N1CC(NCC1)O 6-Amino-5-(3-hydroxypiperazin-1-yl)-2,3-dihydro-1,4-benzodioxine